CN1N=NC2=C1C(=CC(=C2C)[C@@H](CC(=O)O)C=2C=C(C1=C(C=CS1)C2)CN2C[C@H](OC1=C(C2)N=C(C=C1)O)CC)C(F)(F)F (3S)-3-[1,4-Dimethyl-7-(trifluoromethyl)-1H-benzotriazol-5-yl]-3-(7-{[(2R)-2-ethyl-7-hydroxy-2,3-dihydropyrido[2,3-f][1,4]oxazepin-4(5H)-yl]methyl}-1-benzothiophen-5-yl)propanoic acid